N-(4-{4-[(1-isopropylpiperidin-4-yl)oxy]-3-methyl-1H-pyrazolo[3,4-d]pyrimidin-6-yl}phenyl)-4-methoxypyridine-2-sulfonamide C(C)(C)N1CCC(CC1)OC1=C2C(=NC(=N1)C1=CC=C(C=C1)NS(=O)(=O)C1=NC=CC(=C1)OC)NN=C2C